S1C(=NC2=C1C=CC=C2)N2CC1=CC=CC=C1CC2 N-(benzo[d]thiazol-2-yl)-1,2,3,4-tetrahydroisoquinoline